C(#N)C=1C(=NC(=NC1)C1(CC(=C(C=C1OC(F)F)N(C)CCN(C)C)N)N)C1=CN(C2=CC=CC=C12)C 4-[5-cyano-4-(1-methylindol-3-yl)pyrimidin-2-yl]-5-difluoromethoxy-N1-(2-dimethylaminoethyl)-N1-methylbenzene-1,2,4-triamine